C(C)(C)(C)C1=CC=C(C=C1)C1=NC=C2N1C=C(C=C2)C(=O)OCC ethyl 3-(4-(tert-butyl)phenyl)imidazo[1,5-a]pyridine-6-carboxylate